4-(3-((3-chloropyridin-2-yl)amino)-1H-pyrazol-5-yl)-2-fluorophenol ClC=1C(=NC=CC1)NC1=NNC(=C1)C1=CC(=C(C=C1)O)F